3'-methoxy-[1,1'-biphenyl] COC=1C=C(C=CC1)C1=CC=CC=C1